C(CCCCCCC)C1=C(C=CC=C1)N1N=CC=C1 1-(2-octylphenyl)-1H-pyrazole